3-(2-methoxy-4-(3-(3-methylpyrrolidin-1-yl)propoxy)phenyl)-2-methyl-6-(pentafluorosulfanyl)quinazolin-4(3H)-one COC1=C(C=CC(=C1)OCCCN1CC(CC1)C)N1C(=NC2=CC=C(C=C2C1=O)S(F)(F)(F)(F)F)C